5-(benzyloxy)-2-hydroxybenzoic acid methyl ester COC(C1=C(C=CC(=C1)OCC1=CC=CC=C1)O)=O